2-((3-((4-nitrophenyl)oxy)benzyl)amino)ethan-1-ol [N+](=O)([O-])C1=CC=C(C=C1)OC=1C=C(CNCCO)C=CC1